ethyl 2-(6-(1-ethoxyvinyl)-4-isopropyl-1-oxophthalazin-2(1H)-yl)acetate C(C)OC(=C)C=1C=C2C(=NN(C(C2=CC1)=O)CC(=O)OCC)C(C)C